ClC=1C=C(C=2N(N1)C(=NN2)C(C)C)NC2=NC=CC=C2 6-chloro-3-isopropyl-N-(2-pyridyl)-[1,2,4]triazolo[4,3-b]pyridazin-8-amine